FC(OCCN1C[C@@H](CCC1)N)(F)F (R)-1-(2-(trifluoromethoxy)ethyl)piperidin-3-amine